C(=O)(O)CC[N+]1=CC=C(C=C1)C1=CC=[NH+]C=C1 N-(2-carboxyethyl)-4,4'-bipyridinium